rel-2-thiocarbonyl-1-(2-((2R,4S)-4-(trifluoromethyl)piperidin-2-yl)benzyl)-1,2,3,5-tetrahydro-4H-pyrrolo[3,2-d]pyrimidin-4-one C(=S)=C1NC(C2=C(N1CC1=C(C=CC=C1)[C@@H]1NCC[C@@H](C1)C(F)(F)F)C=CN2)=O |o1:15,19|